N-(1'-(6-((1s,3s)-3-(methoxymethyl)cyclobutoxy)-4-methylpyridin-2-yl)-1',2'-dihydrospiro[cyclopropane-1,3'-pyrrolo[3,2-c]pyridin]-6'-yl)acetamide COCC1CC(C1)OC1=CC(=CC(=N1)N1CC2(C=3C=NC(=CC31)NC(C)=O)CC2)C